3-fluoro-5-nitro-4-(((1-(3-oxetanyl)piperidin-4-yl)methyl)amino)benzenesulfonamide FC=1C=C(C=C(C1NCC1CCN(CC1)C1COC1)[N+](=O)[O-])S(=O)(=O)N